C[Si](CCC)(Cl)Cl 3-(methyldichlorosilyl)propan